[Si](C1=CC=CC=C1)(C1=CC=CC=C1)(C(C)(C)C)OC1=C(C(=C(C(=O)OC2=C(C(=C(C(=O)OCC3=CC=CC=C3)C(=C2C)C)C)C)C(=C1)C)O)C benzyl 4-{4-[(tert-butyldiphenylsilyl)oxy]-2-hydroxy-3,6-dimethyl benzoyloxy}-2,3,5,6-tetramethylbenzoate